(E)-3-(4-(((1-(4-(4-Cyano-3-fluorophenyl)-5-(3-hydroxy-4-methoxyphenyl)-3-methylpyridin-2-yl)piperidin-4-yl)amino)methyl)phenyl)-N-hydroxyacrylamide hydrochloride Cl.C(#N)C1=C(C=C(C=C1)C1=C(C(=NC=C1C1=CC(=C(C=C1)OC)O)N1CCC(CC1)NCC1=CC=C(C=C1)/C=C/C(=O)NO)C)F